3,3-difluoro-6-methyl-4-((triethylsilyl)oxy)heptan-1-ol FC(CCO)(C(CC(C)C)O[Si](CC)(CC)CC)F